FC(CN1N=CC=2C1=NC(=CN2)N2CCC1(CCN(C1=O)C=1N(C(=CC(C1)=O)C(F)(F)F)C)CC2)F 8-(1-(2,2-difluoroethyl)-1H-pyrazolo[3,4-b]pyrazin-6-yl)-2-(1-methyl-4-oxo-6-(trifluoromethyl)-1,4-dihydropyridin-2-yl)-2,8-diazaspiro[4.5]decan-1-one